CN1C(C=NC2=CC=CC=C12)=O 1-Methylquinoxalin-2(1H)-one